C1(CC1)C1=NNC2=C1C(=NC=C2)C2=CC(=C(C=C2)S(=O)(=O)C)C(F)F 3-cyclopropyl-4-(3-(difluoromethyl)-4-(methylsulfonyl)phenyl)-1H-pyrazolo[4,3-c]pyridine